(S)-2-(2-bromo-4-chlorophenoxy)-3-methylbutyric acid BrC1=C(O[C@H](C(=O)O)C(C)C)C=CC(=C1)Cl